5-methyl-6-oxo-8-(6-((1-(trifluoromethyl)cyclopropyl)ethynyl)-2,3-dihydrobenzo[e][1,4]oxazepin-1(5H)-yl)-5,6-dihydro-1,5-naphthyridine-2-carbonitrile CN1C=2C=CC(=NC2C(=CC1=O)N1CCOCC2=C1C=CC=C2C#CC2(CC2)C(F)(F)F)C#N